2-(2-(cyclopropanesulfonamido)thiazol-4-yl)-N-(4-(5-(dimethylamino)pyridin-3-yl)phenyl)-2-methylpropanamide C1(CC1)S(=O)(=O)NC=1SC=C(N1)C(C(=O)NC1=CC=C(C=C1)C=1C=NC=C(C1)N(C)C)(C)C